5-(4,4,5,5-tetramethyl-1,3,2-dioxaborolane-2-yl)-1H-pyrazole CC1(OB(OC1(C)C)C1=CC=NN1)C